(E)-4-bis(2-naphthyl)phosphono-4-fluoro-1,3-diphenyl-3-buten-1-one C1=C(C=CC2=CC=CC=C12)OP(=O)(OC1=CC2=CC=CC=C2C=C1)/C(=C(\CC(=O)C1=CC=CC=C1)/C1=CC=CC=C1)/F